tert-butyl (3R)-4-(6-(8-oxa-3-azabicyclo[3.2.1]octan-3-yl)-3-chloropyridazin-4-yl)-3-methylpiperazine-1-carboxylate C12CN(CC(CC1)O2)C2=CC(=C(N=N2)Cl)N2[C@@H](CN(CC2)C(=O)OC(C)(C)C)C